3-[(4-Fluorophenoxy)methyl]-4-methyl-2-[2-methyl-5-(pyridin-2-yl)-1,3-thiazol-4-carbonyl]-2-azabicyclo[3.1.1]heptan FC1=CC=C(OCC2N(C3CC(C2C)C3)C(=O)C=3N=C(SC3C3=NC=CC=C3)C)C=C1